C1(CCCC1)NC1=CC=C(C=C1)[C@@H]1N(C[C@@H](C[C@@H]1C(=O)NC1=CC(=C(C=C1)O)C(F)(F)F)C(F)(F)F)C(C1=C(C=CC=C1F)F)=O (2R,3S,5R)-2-(4-(cyclopentylamino)phenyl)-1-(2,6-difluorobenzoyl)-N-(4-hydroxy-3-(trifluoromethyl)phenyl)-5-(trifluoromethyl)piperidine-3-carboxamide